N1=C(C=CC(=C1)C=O)C1=NC=C(C=C1)C=O bipyridine-5,5'-dialdehyde